[Cl-].C[NH+](C)C N,N,N-trimethyl-Ammonium chloride